((S)-(7-((R)-Cyclopropyl(2-(3,3-difluorocyclobutyl)acetamido)methyl)imidazo[1,2-a]pyrimidin-2-yl)(4,4-difluorocyclohexyl)methyl)-2-(2,2,2-trifluoroethyl)isonicotinamide C1(CC1)[C@H](C1=NC=2N(C=C1)C=C(N2)[C@@H](C2CCC(CC2)(F)F)C2=C(C(=O)N)C=CN=C2CC(F)(F)F)NC(CC2CC(C2)(F)F)=O